FC=1C=C2C=C(NC2=CC1OCC1=NOC=C1)CNC(C(C)C)=O N-((5-fluoro-6-(isoxazol-3-ylmethoxy)-1H-indol-2-yl)methyl)isobutyramide